N[C@H](C(=O)NC1=CC(=C(C=C1)OC1=C(C=C(C=C1)F)F)C=1C2=C(C(N(C1)C)=O)N(C=C2)S(=O)(=O)C2=CC=C(C)C=C2)C (S)-2-amino-N-(4-(2,4-difluorophenoxy)-3-(6-methyl-7-oxo-1-tosyl-6,7-dihydro-1H-pyrrolo[2,3-c]pyridin-4-yl)phenyl)propionamide